N[C@H](C)C=1C=C(C=C2C(N(C(=NC12)C1CCOCC1)C)=O)Br 8-[(1R)-1-aminoethyl]-6-bromo-3-methyl-2-tetrahydropyran-4-yl-quinazolin-4-one